tert-butyl (4-(4,4,5,5-tetramethyl-1,3,2-dioxaborolan-2-yl)phenyl)-carbamate CC1(OB(OC1(C)C)C1=CC=C(C=C1)NC(OC(C)(C)C)=O)C